NC1=C2CN(C(C2=CC=C1)=O)C1C(NC(CC1)=O)=O 3-(4-amino-1-oxo-1,3-Dihydro-2H-isoindol-2-yl)piperidine-2,6-dione